BrC=1C(=C2C(N(C=NC2=CC1)C(C(=O)NC=1SC=CN1)C1=NC=CC=C1)=O)F 2-(6-Bromo-5-fluoro-4-oxoquinazolin-3(4H)-yl)-2-(pyridin-2-yl)-N-(thiazol-2-yl)acetamide